5-Cyclopropyl-6-(4-fluorobenzyl)-N-(3-((2-(2-((7-nitrobenzo[c][1,2,5]oxadiazol-4-yl)amino)ethoxy)ethyl)carbamoyl)pentan-3-yl)picolinamide C1(CC1)C=1C=CC(=NC1CC1=CC=C(C=C1)F)C(=O)NC(CC)(CC)C(NCCOCCNC1=CC=C(C2=NON=C21)[N+](=O)[O-])=O